(2-(3,5-dimethyl-1H-pyrazol-1-yl)-7-fluoro-4-isopropylquinolin-6-yl)-4-ethyl-3-(hydroxymethyl)-1H-1,2,4-triazol-5(4H)-one CC1=NN(C(=C1)C)C1=NC2=CC(=C(C=C2C(=C1)C(C)C)N1N=C(N(C1=O)CC)CO)F